C[SiH](C)CCC[N+](CCOCCOCCCC(=O)[O-])(CCCS(=O)(=O)[O-])CCCS(=O)(=O)[O-] 2-methyl-6,6-bis(3-sulfonatopropyl)-9,12-dioxa-6-aza-2-silapentadecan-6-ium-15-carboxylate